4-hydroxy-6-(1-(4-methoxybenzyl)-1H-pyrazol-4-yl)pyrazolo[1,5-a]Pyrazine-2-carboxylic acid ethyl ester C(C)OC(=O)C1=NN2C(C(=NC(=C2)C=2C=NN(C2)CC2=CC=C(C=C2)OC)O)=C1